CN(CCN(C1=C(C=C(C(=C1)OC)NC1=NC=C(C(=N1)NC=1C=CC=C2CCN(C12)S(=O)(=O)C)C(F)(F)F)NC(C=C)=O)C)C N-(2-((2-(dimethylamino)ethyl)(methyl)amino)-4-methoxy-5-((4-((1-(methylsulfonyl)indolin-7-yl)amino)-5-(trifluoromethyl)pyrimidin-2-yl)amino)phenyl)acrylamide